CC(C[C@@H](C(N[C@H](C=O)C[C@H]1C(NCC1)=O)=O)NC(OC(CC1=CC(=CC=C1)Cl)C1=CC(=CC=C1)Cl)=O)C 1,2-bis(3-chlorophenyl)ethyl ((S)-4-methyl-1-oxo-1-(((S)-1-oxo-3-((S)-2-oxopyrrolidin-3-yl)propan-2-yl)amino)pentan-2-yl)carbamate